2-amino-4-(thiophen-2-yl)-4H-benzo[h]chromene-3-carbonitrile NC=1OC2=C3C(=CC=C2C(C1C#N)C=1SC=CC1)C=CC=C3